(1,1'-biphenyl)-3-ylboronic acid C1(=CC(=CC=C1)B(O)O)C1=CC=CC=C1